C1=C(C=CC2=CC=CC=C12)\C(\C)=N/NC(C1=CN=CC=C1)=O (Z)-N'-(1-(naphthalen-2-yl)ethylidene)nicotinohydrazide